3-(N-(5-cyano-2-(5-cyanothiophen-2-yl)phenyl)sulfamoyl)-4-cyclopropylbenzoic Acid C(#N)C=1C=CC(=C(C1)NS(=O)(=O)C=1C=C(C(=O)O)C=CC1C1CC1)C=1SC(=CC1)C#N